C(=O)OCCC=CCCCCCCCC 3-dodecenyl formate